tert-Butyl N-[(1R)-2-(2-hydroxyethoxy)-1-methyl-ethyl]carbamate OCCOC[C@@H](C)NC(OC(C)(C)C)=O